OCCN(C1=CC=C(C=C1)NC1=CC=CC=C1)CCO N,N-bis(2-hydroxyethyl)-N'-phenyl-1,4-phenylenediamine